iodoindole C1=CC=C2C(=C1)C=C(N2)I